(terphenylyl)dibenzoselenophene C1(=C(C=CC=C1)C1=CC=CC=2[Se]C3=C(C21)C=CC=C3)C=3C(=CC=CC3)C3=CC=CC=C3